C(CC)[SiH](CC=CC)CC=CC propylbis(methylallyl)silane